BrC=1C=C2C(\C(\COC2=CC1OC)=C(\C(=O)OCC)/O)=O ethyl (Z)-2-(6-bromo-7-methoxy-4-oxochroman-3-ylidene)-2-hydroxyacetate